B([O-])([O-])[O-].FC1=C(C(=C(C(=C1C1=C(C=CC=C1)[C+](C1=CC=CC=C1)C1=CC=CC=C1)F)F)F)F.FC1=C(C(=C(C(=C1C1=C(C=CC=C1)[C+](C1=CC=CC=C1)C1=CC=CC=C1)F)F)F)F.FC1=C(C(=C(C(=C1C1=C(C=CC=C1)[C+](C1=CC=CC=C1)C1=CC=CC=C1)F)F)F)F (pentafluorophenyl)triphenylcarbenium borate